C1=C(C=CC2=CC=CC=C12)OC(CC(C(=O)O)=C)CCC 2-(naphthalen-2-yloxy)pentylacrylic acid